N-(quinuclidin-2-yl)cyclopropane-1-carboxamide N12C(CC(CC1)CC2)NC(=O)C2CC2